C(C)(C)(C)SC1=CC=C2C=CC(N(C2=C1)C)=O 7-(tert-butylsulfanyl)-1-methylquinolin-2(1H)-one